2-(2-Ethoxy-5-((4-(2-hydroxyethyl)piperazin-1-yl)sulfonyl)phenyl)-5-methyl-4-oxo-7-propyl-3,4-dihydropyrrolo[2,1-f][1,2,4]triazin-6-carbaldehyd C(C)OC1=C(C=C(C=C1)S(=O)(=O)N1CCN(CC1)CCO)C1=NN2C(C(N1)=O)=C(C(=C2CCC)C=O)C